CN([C@@H]1CC[C@H](CC1)C1(OC2=C(O1)C(=CC(=C2C)C(=O)NCC=2C(NC(=CC2SC)C)=O)C2=CC=C(C=C2)CN2CCOCC2)C)C 2-(trans-4-(dimethylamino)cyclohexyl)-2,4-dimethyl-N-((6-methyl-4-(methylthio)-2-oxo-1,2-dihydropyridin-3-yl)methyl)-7-(4-(morpholinomethyl)phenyl)benzo[d][1,3]dioxole-5-carboxamide